FC=1C=C(COC(C2=CC=CC=C2)C2CC(NC2)C(=O)N)C=CC1 4-(((3-fluorobenzyl)oxy)benzyl)pyrrolidine-2-carboxamide